CN1N=C2C(C(N(C=3C(=NC=CC23)NC(=O)C2CC2)C)C)=C1 N-(2,4,5-trimethyl-4,5-dihydro-2H-pyrazolo[4,3-c][1,7]naphthyridin-6-yl)cyclopropanecarboxamide